(5-(3,3,3-trifluoropropyl)-1,4,5,6-tetrahydropyrrolo[3,4-c]pyrazol-3-yl)methanone FC(CCN1CC=2NN=C(C2C1)C=O)(F)F